(6-amino-5-((1-(piperidin-4-yl)-1H-pyrazol-4-yl)amino)pyridazin-3-yl)phenol NC1=C(C=C(N=N1)C1=C(C=CC=C1)O)NC=1C=NN(C1)C1CCNCC1